The molecule is an abietane diterpenoid that is the acetate ester of 12-methyl-5-dehydrohorminone. Isolated from the roots of Salvia multicaulis, it exhibits antitubercular activity. It has a role as a metabolite and an antitubercular agent. It is an abietane diterpenoid, an enol ether, an acetate ester and a member of p-quinones. It derives from a 12-methyl-5-dehydrohorminone. CC(C)C1=C(C(=O)C2=C(C1=O)[C@@H](C=C3[C@@]2(CCCC3(C)C)C)OC(=O)C)OC